FC1(COC1)C=1C=NC=C(C1)COC1=CC=C(C=C1)B1OC(C(O1)(C)C)(C)C 3-(3-fluorooxetan-3-yl)-5-((4-(4,4,5,5-tetramethyl-1,3,2-dioxaborolan-2-yl)phenoxy)methyl)pyridine